(5R,5aS,7R)-7-isopropenyl-5,5a-dimethyl-2-(4-nitrophenyl)-5,6,7,8-tetrahydro-4H-benzo[g][1,3]benzothiazole C(=C)(C)[C@@H]1CC=C2[C@]([C@@H](CC=3N=C(SC32)C3=CC=C(C=C3)[N+](=O)[O-])C)(C1)C